N-((4-chlorobenzyl)(methyl)(oxo)-λ6-sulfaneylidene)-2-(7-(5-(chlorodifluoromethyl)-1,2,4-oxadiazol-3-yl)imidazo[1,2-a]pyridin-2-yl)acetamide ClC1=CC=C(CS(=NC(CC=2N=C3N(C=CC(=C3)C3=NOC(=N3)C(F)(F)Cl)C2)=O)(=O)C)C=C1